5-((6-chloro-1-methyl-1H-pyrazolo[3,4-d]pyrimidin-3-yl)amino)-N-(2-(2,2-dimethyl-pyrrolidin-1-yl)ethyl)-6-methylnicotinamide ClC1=NC=C2C(=N1)N(N=C2NC=2C(=NC=C(C(=O)NCCN1C(CCC1)(C)C)C2)C)C